6-[7,7-difluoro-2-[(2S,3R)-3-hydroxy-2-methyl-azetidin-1-yl]-5,6-dihydrocyclopenta[d]pyrimidin-4-yl]-2,3-dihydrobenzofuran-4-carboxamide FC1(CCC2=C1N=C(N=C2C=2C=C1C(CCO1)=C(C2)C(=O)N)N2[C@H]([C@@H](C2)O)C)F